6-(1-acryloylpiperidin-4-yl)-8-(7-(difluoromethyl)-6-(1-methyl-1H-pyrazol-4-yl)-3,4-dihydroquinolin-1(2H)-yl)-N-methyl-3,4-dihydroisoquinoline-2(1H)-carboxamide C(C=C)(=O)N1CCC(CC1)C=1C=C2CCN(CC2=C(C1)N1CCCC2=CC(=C(C=C12)C(F)F)C=1C=NN(C1)C)C(=O)NC